tris(3,5-dimethylphenyl)carbenium CC=1C=C(C=C(C1)C)[C+](C1=CC(=CC(=C1)C)C)C1=CC(=CC(=C1)C)C